C(C1=CC=CC=C1)OC=1C=C2CC[C@@H]([C@@H](C2=CC1)C1=CC=C(OCCCC(=O)OC)C=C1)C1=CC=CC=C1 Methyl 4-(4-((1R,2S)-6-(benzyloxy)-2-phenyl-1,2,3,4-tetrahydronaphthalen-1-yl)phenoxy)butanoate